NC=1C2=C(N=CN1)N(C=C2)[C@H]2[C@@H]([C@@H]([C@H](C2)CCC2=CC=C1C=C3C(=NC1=C2)NO[C@@H](C3)C)O)O (1R,2S,3R,5S)-3-(4-amino-7H-pyrrolo[2,3-d]pyrimidin-7-yl)-5-(2-((R)-3-methyl-3,4-dihydro-1H-[1,2]oxazino[3,4-b]quinolin-8-yl)ethyl)cyclopentane-1,2-diol